7-(4-(2,5-diazabicyclo[2.2.2]octan-2-yl)cyclohexyl)-5-(4-phenoxyphenyl)-7H-pyrrolo[2,3-d]pyrimidin-4-amine C12N(CC(NC1)CC2)C2CCC(CC2)N2C=C(C1=C2N=CN=C1N)C1=CC=C(C=C1)OC1=CC=CC=C1